N-acryloyl-glycylamine C(C=C)(=O)NCC(=O)N